3-(2,2-difluoroethyl)-5-(5,5-dimethyl-1,3,2-dioxaborolan-2-yl)-1,3-benzoxazol-2(3H)-one FC(CN1C(OC2=C1C=C(C=C2)B2OC(CO2)(C)C)=O)F